CC1=NNC2=C(C=CC(=C12)Br)C(F)(F)F 3-methyl-4-bromo-7-(trifluoromethyl)-1H-indazole